CC(CCCCCC)(C#CC(CCCCCC)(O)C)O 7,10-dimethyl-hexadecane-8-yne-7,10-diol